5-chloro-3-[(2-naphthyl)methyl]-2H-1,2,4,6-tetraazainden ClC1=NC2=C(NN=C2C=N1)CC1=CC2=CC=CC=C2C=C1